N[C@@](C=O)(O)[C@@H](O)[C@H](O)[C@H](O)CO D-2-amino-glucose